4-cyano-N-(3-(2,6-dimethyl-4-(perfluoropropan-2-yl)phenylcarbamoyl)-2-fluorophenyl)benzamide C(#N)C1=CC=C(C(=O)NC2=C(C(=CC=C2)C(NC2=C(C=C(C=C2C)C(C(F)(F)F)(C(F)(F)F)F)C)=O)F)C=C1